C(C)OC(=O)C=1C=CC2=C(N(C(=N2)CCl)C[C@H]2OCC2)C1F (S)-2-(chloromethyl)-7-fluoro-1-(oxetan-2-ylmethyl)-1H-benzo[d]imidazole-6-carboxylic acid ethyl ester